3-(6-methoxy-2-methylpyridin-3-yl)-1-(2-methyl-4-(trifluoromethyl)phenyl)-6-(trifluoromethyl)-2,3-dihydropyrido[2,3-d]pyrimidin-4(1H)-one COC1=CC=C(C(=N1)C)N1CN(C2=C(C1=O)C=C(C=N2)C(F)(F)F)C2=C(C=C(C=C2)C(F)(F)F)C